C(C)(C)C=1C(=CC2=C(N=C(S2)C)C1)[N+](=O)[O-] 5-isopropyl-2-methyl-6-nitrobenzo[d]thiazole